CN1N=C(C=C1)C1=CC(=CC=C1)B1OC(C(O1)(C)C)(C)C 1-methyl-3-(3-(4,4,5,5-tetramethyl-1,3,2-dioxaborolan-2-yl)phenyl)-1H-pyrazole